P(=O)(OCCCN(CCCCCCCCCC)CCCCCCCCCC)(OCCCCCCCCCCCC)[O-] 3-(didecylamino)propyl dodecyl phosphate